N1N=NC=C1C1[C@H]2CN(C[C@@H]12)C1=NN=C(O1)C=1C(=NC(=NC1)NCCC1=CC=C(C=C1)Cl)C 5-(5-((1R,5S,6r)-6-(1H-1,2,3-triazol-5-yl)-3-azabicyclo[3.1.0]hexan-3-yl)-1,3,4-oxadiazol-2-yl)-N-(4-chlorophenethyl)-4-methylpyrimidin-2-amine